N-dodecylacrylamide CCCCCCCCCCCCNC(=O)C=C